tert-butyl 2-((4-(1-(1-((2-chloro-4-(trifluoromethyl)phenyl)carbamoyl)cyclobutyl)-1H-pyrazol-4-yl)piperidin-1-yl)methyl)-7-azaspiro[3.5]nonane-7-carboxylate ClC1=C(C=CC(=C1)C(F)(F)F)NC(=O)C1(CCC1)N1N=CC(=C1)C1CCN(CC1)CC1CC2(C1)CCN(CC2)C(=O)OC(C)(C)C